CN(CCCNC1=CC=C(C=C1)[N+](=O)[O-])C N1,N1-Dimethyl-N3-(4-nitrophenyl)propane-1,3-diamine